4-(1H-1,2,3-benzotriazol-1-yl)-N-[2-(1-benzylpiperidin-4-yl)ethyl]piperidine-1-carboxamide N1(N=NC2=C1C=CC=C2)C2CCN(CC2)C(=O)NCCC2CCN(CC2)CC2=CC=CC=C2